(1R,3S)-1-((2'-(benzyloxy)-6-fluoro-[1,1'-biphenyl]-3-yl)methyl)-3-((N,N-dimethylsulfamoyl)amino)cyclopentane-1-carboxamide C(C1=CC=CC=C1)OC1=C(C=CC=C1)C1=CC(=CC=C1F)C[C@]1(C[C@H](CC1)NS(N(C)C)(=O)=O)C(=O)N